4-({[4-(1,3-benzoxazol-2-yl)-5-methoxy-1-methyl-6-oxo-1,6-dihydropyrimidin-2-yl](methyl)amino}(phenyl)methyl)-N,N-dimethylbenzamide O1C(=NC2=C1C=CC=C2)C=2N=C(N(C(C2OC)=O)C)N(C)C(C2=CC=C(C(=O)N(C)C)C=C2)C2=CC=CC=C2